tert-butyl 5-(2-cyano-3-fluoro-5-isobutylphenyl)-2,5-diazabicyclo[2.2.1]heptane-2-carboxylate C(#N)C1=C(C=C(C=C1F)CC(C)C)N1C2CN(C(C1)C2)C(=O)OC(C)(C)C